N=1C=2N(C=CC1N1CCC(CC1)CN1C3CN(CC1C3)C=3C=C1C(N(C(C1=CC3)=O)N3C(NC(CC3)=O)=O)=O)C3=C(N2)C=CC=C3 5-(6-((1-(benzo[4,5]imidazo[1,2-a]pyrimidin-2-yl)piperidin-4-yl)methyl)-3,6-diazabicyclo[3.1.1]heptane-3-yl)-2-(2,4-dioxotetrahydropyrimidine-1(2H)-yl)isoindoline-1,3-dione